benzyl (7-((1-(4-amino-3-fluorophenyl)piperidin-4-yl)methyl)-7-azaspiro[3.5]nonan-2-yl)carbamate NC1=C(C=C(C=C1)N1CCC(CC1)CN1CCC2(CC(C2)NC(OCC2=CC=CC=C2)=O)CC1)F